C1C(CS(=O)(=O)[O-])O1 3-epoxypropanesulfonate